COC(C[C@]1([C@@H]2[C@H]3C[C@H](CC[C@@H]13)C2)CNC(=O)OC(C)(C)C)=O Methyl-2-((1S,2S,3R,6S,8S)-2-(((tert-butoxycarbonyl)amino)methyl)tricyclo[4.2.1.03,8]nonan-2-yl)acetate